ClC=1C=C(C=CC1F)N(C(=O)[C@H]1N(C([C@H](C1)C(=O)N)=O)C1=NC(=CC(=C1)C(F)(F)F)C)C (2S,4R)-N2-(3-chloro-4-fluorophenyl)-N2-methyl-1-(6-methyl-4-(trifluoromethyl)pyridin-2-yl)-5-oxopyrrolidine-2,4-dicarboxamide